O-propargyl uridine-3'-phosphate P(=O)(O)(O)O[C@H]1[C@H]([C@@H](O[C@@H]1CO)N1C(=O)NC(=O)C=C1)OCC#C